FC1=C(C=O)C=CC=N1 fluoronicotinaldehyde